CC1(CC1)C1=NC(=NO1)C(=O)[O-].[K+] potassium 5-(1-methylcyclopropyl)-1,2,4-oxadiazole-3-carboxylate